C(C=1C(C(=O)[O-])=CC=CC1)(=O)OCCCCCC(C)C.C(C=1C(C(=O)[O-])=CC=CC1)(=O)OCCCCCC(C)C diisooctyl di-phthalate